diketopiperazine Fumarate C(\C=C\C(=O)O)(=O)O.O=C1C(NCCN1)=O